ClC=1C(N(C(=CC1OCC1=NC=C(C=C1F)F)C)C1=CC(=NC=C1C)C(=O)O)=O (M)-3-chloro-4-((3,5-difluoropyridin-2-yl)methoxy)-5',6-dimethyl-2-oxo-2H-[1,4'-bipyridine]-2'-carboxylic acid